ClC1=CC=C2C(=NC(N(C2=C1)C)=O)N(C1=CC(=CC=C1)C1=CC=C(C=C1)C1CC1)C 7-chloro-4-[3-(4-cyclopropylphenyl)-N-methyl-anilino]-1-methyl-quinazolin-2-one